C1(CCCC1)NCC1=CC=C(C=C1)C=1N(C=2C=CC=C(C2C1)NC1CCN(CC1)C)CC(F)(F)F 2-{4-[(cyclopentylamino)methyl]phenyl}-N-(1-methylpiperidin-4-yl)-1-(2,2,2-trifluoroethyl)-1H-indol-4-amine